(R)-tert-butyl (1-((2-chloro-4-nitrophenyl)amino)-1-oxo-3-phenylpropan-2-yl)carbamate ClC1=C(C=CC(=C1)[N+](=O)[O-])NC([C@@H](CC1=CC=CC=C1)NC(OC(C)(C)C)=O)=O